O[C@H]1CN(C[C@@H]1O)C1=CC(=C(C=C1)C=1N=C2N(N=C(C=C2CC)C(=O)N2[C@@H](C3=CC=CC=C3CC2)C)C1)F (2-(4-((3S,4S)-3,4-dihydroxypyrrolidin-1-yl)-2-fluorophenyl)-8-ethylimidazo[1,2-b]pyridazin-6-yl)((R)-1-methyl-3,4-dihydroisoquinolin-2(1H)-yl)methanone